N-(3-(methylsulfonamido)phenyl)-4-(pyridin-2-yl)-1H-imidazole-2-carboxamide CS(=O)(=O)NC=1C=C(C=CC1)NC(=O)C=1NC=C(N1)C1=NC=CC=C1